C(C1=CC=CC=C1)C1=C(C(=NN1CCO)NC(CC1(CC1)C(F)(F)F)=O)C1CCC1 N-(5-benzyl-4-cyclobutyl-1-(2-hydroxyethyl)-1H-pyrazol-3-yl)-2-(1-(trifluoromethyl)cyclopropyl)acetamide